copper-lanthanum-potassium oxygen [O].[K].[La].[Cu]